N'-(2-methyl-5-trifluoromethyl-4-(3-trimethylsilanyl-propoxy)-phenyl)-N-ethyl-N-methyl-formamidine CC1=C(C=C(C(=C1)OCCC[Si](C)(C)C)C(F)(F)F)N=CN(C)CC